C12C=CC(C(C1)CN1CCC3(C(C3)CNC=3N=NC(=CC3)C3=C(C=CC(=C3)F)Cl)CC1)C2 N-[[6-(5-bicyclo[2.2.1]hept-2-enylmethyl)-6-azaspiro[2.5]octan-2-yl]methyl]-6-(2-chloro-5-fluoro-phenyl)pyridazin-3-amine